tert-butyl (3-(3-amino-4-bromo-1H-pyrazol-1-yl)propyl)carbamate NC1=NN(C=C1Br)CCCNC(OC(C)(C)C)=O